(3R)-3-amino-5-[(4-chlorophenyl)methyl]-7-[5-(1-ethyl-4-methyl-4-piperidyl)-1,2,4-oxadiazol-3-yl]-8-fluoro-1,1-dioxo-2,3-dihydro-1λ6,5-benzothiazepin-4-one N[C@H]1CS(C2=C(N(C1=O)CC1=CC=C(C=C1)Cl)C=C(C(=C2)F)C2=NOC(=N2)C2(CCN(CC2)CC)C)(=O)=O